C(C)(=O)NC=1C=C(C=CC1)N1N=C(C=CC1=O)C(=O)OC Methyl 1-(3-acetamidophenyl)-6-oxo-pyridazine-3-carboxylate